(R)-Ethyl 5-amino-1-(4-chloro-3-(trifluoromethyl) benzoyl)-2-methyl-1,2,3,6-tetrahydropyridine-4-carboxylate NC1=C(C[C@H](N(C1)C(C1=CC(=C(C=C1)Cl)C(F)(F)F)=O)C)C(=O)OCC